ClC1=CC(=C(CN[C@H](C)C2CCC(CC2)C2=CC(=NC=C2)C)C=C1)[N+](=O)[O-] (R)-N-(4-chloro-2-nitrobenzyl)-1-((1s,4S)-4-(2-methylpyridin-4-yl)cyclohexyl)ethan-1-amine